The molecule is the alpha-anomer of UDP-alpha-D-glucose. It is used in nucleotide sugars metabolism. It has a role as a fundamental metabolite. It is a conjugate acid of an UDP-alpha-D-glucose(2-). C1=CN(C(=O)NC1=O)[C@H]2[C@@H]([C@@H]([C@H](O2)COP(=O)(O)OP(=O)(O)O[C@@H]3[C@@H]([C@H]([C@@H]([C@H](O3)CO)O)O)O)O)O